C(C)OC(=O)C=1NC2=CC=C(C=C2C1)NC(C(F)N1C(C=C(C(=C1)OC)C1=C(C=CC(=C1)Cl)C#N)=O)=O 5-(2-(4-(5-chloro-2-cyanophenyl)-5-methoxy-2-oxopyridin-1(2H)-yl)-2-fluoroacetamido)-1H-indole-2-carboxylic acid ethyl ester